N-{4-[(2R,3S)-3-[(ethanesulfonyl)methyl]-2-methylazetidin-1-yl]-1-(propan-2-yl)pyrido[3,4-d]pyridazin-7-yl}-2-[(3S,4R)-3-fluoro-4-methoxy-piperidin-1-yl]pyrimidin-4-amine C(C)S(=O)(=O)C[C@@H]1[C@H](N(C1)C=1N=NC(=C2C1C=NC(=C2)NC2=NC(=NC=C2)N2C[C@@H]([C@@H](CC2)OC)F)C(C)C)C